1,3-diethyl-7-methyl-3,7-dihydro-1H-purine-2,6-dione C(C)N1C(N(C=2N=CN(C2C1=O)C)CC)=O